NC1=C2C(=NC=N1)N(N=C2C2=C(C=C(C(=O)NC1=NC=CC(=C1)F)C=C2)F)[C@H]2C[C@@H]1CN([C@@H]2C1)C(C(=CC1CC1)C#N)=O 4-(4-amino-1-((1R,4R,6S)-2-(2-cyano-3-cyclopropylacryloyl)-2-azabicyclo[2.2.1]heptan-6-yl)-1H-pyrazolo[3,4-d]pyrimidin-3-yl)-3-fluoro-N-(4-fluoropyridin-2-yl)benzamide